5-bromo-3-{3-[(tert-butyldiphenylsilyl)oxy]-2,2-dimethylpropyl}-1H-pyrrolo[3,2-b]pyridine BrC1=CC=C2C(=N1)C(=CN2)CC(CO[Si](C2=CC=CC=C2)(C2=CC=CC=C2)C(C)(C)C)(C)C